C(#N)C=1C=NN2C1C(=CC(=C2)C=2C=NN(C2)C)C2CNC2 3-(3-cyano-6-(1-methyl-1H-pyrazol-4-yl)pyrazolo[1,5-a]pyridin-4-yl)azetidine